C1(CC1)C=1N=CN(C1)C=1C(=CC(=C(C(=O)NC2=NC(=CC=C2)C=2N3C(=NN2)CC(C3)OC)C1)F)C 5-(4-cyclopropyl-1H-imidazol-1-yl)-2-fluoro-N-(6-(6-methoxy-6,7-dihydro-5H-pyrrolo[2,1-c][1,2,4]triazol-3-yl)pyridin-2-yl)-4-methylbenzamide